O.[O-2].[Mn+2].[Na+] sodium manganese oxide hydrate